2-bromo-4-(2-(4-methylpiperazin-1-yl)ethoxy)benzaldehyde BrC1=C(C=O)C=CC(=C1)OCCN1CCN(CC1)C